CN1C[C@H](CC1=O)OC(=O)N1CCN(CC1)C1=NC=2N(C=C1)N=CC2C=2C(=NC=CC2)O [(3S)-1-methyl-5-oxo-pyrrolidin-3-yl]-4-[3-(2-hydroxy-3-pyridyl)pyrazolo[1,5-a]pyrimidin-5-yl]piperazine-1-carboxylate